BrC1=C(C=CC(=C1)Cl)CC(C(C)C)O 1-(2-bromo-4-chlorophenyl)-3-methylbutan-2-ol